CC=1N=C2N(C=C(C=C2C)C=2C=C(C=3N(C2)C=C(N3)C3CCN(CC3)C(=O)OC(C)(C)C)F)C1 tert-butyl 4-[6-(2,8-dimethylimidazo[1,2-a]pyridin-6-yl)-8-fluoro-imidazo[1,2-a]pyridin-2-yl]piperidine-1-carboxylate